COC(C1=C(N=C(C=C1)Cl)NC(C1=C(C(=CC=C1)Br)C)=O)=O (3-bromo-2-methylbenzoylamino)-6-chloronicotinic acid methyl ester